N-(6-(3-cyclopropoxybenzyl)-5-isobutyryl-5-azaspiro[2.4]heptan-7-yl)methanesulfonamide C1(CC1)OC=1C=C(CC2N(CC3(CC3)C2NS(=O)(=O)C)C(C(C)C)=O)C=CC1